N,N'-(methylenebis(4,1-phenylene))diformamide methyl-(S)-2-((tert-butoxycarbonyl)amino)-3-(3-(4,4,5,5-tetramethyl-1,3,2-dioxaborolan-2-yl)phenyl)propanoate COC([C@H](CC1=CC(=CC=C1)B1OC(C(O1)(C)C)(C)C)NC(=O)OC(C)(C)C)=O.C(C1=CC=C(C=C1)NC=O)C1=CC=C(C=C1)NC=O